(S)-1-(3-((tert-butyldimethylsilyl)oxy)propoxy)-5,5-difluorohexan-2-amine [Si](C)(C)(C(C)(C)C)OCCCOC[C@H](CCC(C)(F)F)N